tert-butyl 2-(1-benzofuran-7-yl)-3-(3-methyl-1-{[2-(trimethylsilyl)ethoxy]methyl}-1H-pyrrolo[2,3-b]pyridin-4-yl)-6,7-dihydropyrazolo[1,5-a]pyrazine-5(4H)-carboxylate O1C=CC2=C1C(=CC=C2)C2=NN1C(CN(CC1)C(=O)OC(C)(C)C)=C2C2=C1C(=NC=C2)N(C=C1C)COCC[Si](C)(C)C